2,3,4,5-tetrahydroxy-hexanoic acid OC(C(=O)O)C(C(C(C)O)O)O